[Cl-].[Lu+3].C(C)(=O)O.[Cl-].[Cl-] acetic acid Lutetium chloride